ClC1=NC=C(C(=N1)C1=CNC=2C=CC=C(C12)C#N)Cl 3-(2,5-dichloropyrimidin-4-yl)-1H-indole-4-carbonitrile